CC1=CC=C(C=C1)S(=O)(=O)OCCOCCOCCOS(=O)(=O)C1=CC=C(C=C1)C 2-(2-{2-[(4-methylbenzenesulfonyl)-oxy]ethoxy}ethoxy)ethyl 4-methylbenzene-1-sulfonate